Bis(methylcyclopentadienyl)methylmethoxyhafnium CC1(C=CC=C1)C(C1(C=CC=C1)C)[Hf]OC